[K].C1(C(=CCCC1)C(=O)O)C(=O)O 2-cyclohexene-1,2-dicarboxylic acid potassium